OC=1C(=C(C(=CC1)C)C1=CC(=NC(=N1)C1=CN=NC=C1)C(=O)N)C 6-(3-hydroxy-2,6-dimethylphenyl)-2-(pyridazin-4-yl)pyrimidine-4-carboxamide